((2-nitro-6-(trifluoromethyl)phenyl)amino)piperidin-1-carboxylate [N+](=O)([O-])C1=C(C(=CC=C1)C(F)(F)F)NC1N(CCCC1)C(=O)[O-]